7-Chloro-9-oxo-9H-fluorene-3-carbonitrile ClC1=CC=C2C=3C=C(C=CC3C(C2=C1)=O)C#N